CC=1C(=NC=C(C1)NC(C(=O)N1[C@H](CC[C@@H](C1)C)C1=CC=C(C=C1)C(F)(F)F)=O)NC(OC(C)(C)C)=O E-2-tert-butyl N-[3-methyl-5-[[2-[(2R,5S)-5-methyl-2-[4-(trifluoromethyl)phenyl]-1-piperidyl]-2-oxo-acetyl] amino]-2-pyridyl]carbamate